N1C=CC2=CC(=CC=C12)OC=1C=C(C=CC1)C=1NC=C(N1)C(O)C=1SC=CN1 (2-(3-((1H-indol-5-yl)oxy)phenyl)-1H-imidazol-4-yl)(thiazol-2-yl)methanol